5-ethynyl-7-fluoro-1H-indazole C(#C)C=1C=C2C=NNC2=C(C1)F